C(#N)C1(CC1)COC=1C=C(C=2N(C1)N=CC2C#N)C=2C=NC(=CC2)N2CC1N(C(C2)C1)CC=1C=NC(=CC1)OC 6-((1-cyanocyclopropyl)methoxy)-4-(6-(6-((6-methoxypyridin-3-yl)methyl)-3,6-Diazabicyclo[3.1.1]heptan-3-yl)pyridin-3-yl)pyrazolo[1,5-a]pyridine-3-carbonitrile